2-(5-bromo-2,3-dihydroxybenzylideneamino)-3-methylbutanoic acid BrC=1C=C(C(=C(C=NC(C(=O)O)C(C)C)C1)O)O